[N+](=O)([O-])\C\1=C\CCCCCC1 (E)-1-nitrocycloocta-1-ene